Nitrilotriacetic Acid N(CC(=O)O)(CC(=O)O)CC(=O)O